1-((5-bromothiophen-2-yl)sulfonyl)piperidine BrC1=CC=C(S1)S(=O)(=O)N1CCCCC1